N1=CC(=C2N1CCCC2)S(=O)(=O)N2CCC(CC2)C=2C=CC=1N(C2)N=CN1 6-(1-((4,5,6,7-tetrahydropyrazolo[1,5-a]pyridin-3-yl)sulfonyl)piperidin-4-yl)-[1,2,4]triazolo[1,5-a]pyridine